OCCC(CNS(=O)(=O)C(C)C)C1=CC=C(C=C1)CCNS(=O)(=O)C(C)C N-(2-{4-[4-hydroxy-1-(propane-2-sulfonamido)butan-2-yl]phenyl}ethyl)propane-2-sulfonamide